3-(1-menthoxy)-2-methylpropane-1,2-diol lithium 2-(3-benzylpyrrolidin-1-yl)-2-methylpropionate C(C1=CC=CC=C1)C1CN(CC1)C(C(=O)[O-])(C)C.[Li+].C1(CCC(CC1)C(C)C)(C)OCC(CO)(O)C